CC1=C(C(=C(C1([Hf](C1(C=CC2=CC=3CCCC3C=C12)C)(C)C)C)C)C)C pentamethylcyclopentadienyl-dimethyl-(1-methyl-1,5,6,7-tetrahydro-s-indacenyl)hafnium